(Z)-dimethyl 2-(2-(2-bromo-3-chlorophenyl)hydrazono)hexanedioate BrC1=C(C=CC=C1Cl)N\N=C(/C(=O)OC)\CCCC(=O)OC